N-(5-chloro-6-(2H-1,2,3-triazol-2-yl)pyridin-3-yl)-1-(7-methylthieno[2,3-c]pyridin-4-yl)-5-(trifluoromethyl)-1H-pyrazole-4-carboxamide ClC=1C=C(C=NC1N1N=CC=N1)NC(=O)C=1C=NN(C1C(F)(F)F)C1=C2C(=C(N=C1)C)SC=C2